SC(C(=O)O)C(C)S 2,3-dimercaptobutyric acid